NC(CCN1C2=NC(=NC=C2N=C1NC1=CC(=CC(=C1)C(F)(F)F)Cl)NC(C)(C)C)C 9-(3-aminobutyl)-N2-tert-butyl-N8-(3-chloro-5-(trifluoromethyl)phenyl)-9H-purine-2,8-diamine